ClC1=NC=CC(=C1Cl)C1=NC(=C(C=C1)CCN(C(OC(C)(C)C)=O)C[C@H]1NC(CC1)=O)OC tert-butyl (S)-(2-(2',3'-dichloro-6-methoxy-[2,4'-bipyridin]-5-yl)ethyl)((5-oxopyrrolidin-2-yl)methyl)carbamate